4-methyl-N-[(E)-1-phenylethylideneamino]benzenesulfonamide CC1=CC=C(C=C1)S(=O)(=O)N/N=C(\C)/C1=CC=CC=C1